N-Methyldiethanolamine dimethacrylate C(C(=C)C)(=O)O.C(C(=C)C)(=O)O.CN(CCO)CCO